COCCN1CCN(CC1)C1=CC(=NC=C1)NC=1SC2=NC(=CC=C2N1)C=1C=NC=NC1 N-(4-(4-(2-methoxy-ethyl)piperazin-1-yl)-pyridin-2-yl)-5-(pyrimidin-5-yl)thiazolo-[5,4-b]pyridin-2-amine